ClC=1C=C(C(=NC1)OC)C1=NN=C(O1)C=1C(=C(C(=CC1)F)C#CC=1C=NC(=NC1)N)F 5-({3-[5-(5-chloro-2-methoxypyridin-3-yl)-1,3,4-oxadiazol-2-yl]-2,6-difluorophenyl}ethynyl)pyrimidin-2-amine